ethyl 3-[1-(4-hydroxybutyl)-4-methyl-1H-benzotriazol-5-yl]-3-{3-[(6-hydroxy-8-methoxy-2,2-dioxo-2H-1,2λ6,3-benzoxathiazin-3(4H)-yl)methyl]-4-methylphenyl}propanoate OCCCCN1N=NC2=C1C=CC(=C2C)C(CC(=O)OCC)C2=CC(=C(C=C2)C)CN2S(OC1=C(C2)C=C(C=C1OC)O)(=O)=O